tert-butoxycarbonylazetidine-3-carboxylic acid C(C)(C)(C)OC(=O)N1CC(C1)C(=O)O